N-((1-((5-Chloro-1-methyl-3-(5-methylisoxazol-3-yl)-1H-pyrazol-4-yl)methyl)pyrrolidin-3-yl)methyl)-2-phenylethanamine ClC1=C(C(=NN1C)C1=NOC(=C1)C)CN1CC(CC1)CNCCC1=CC=CC=C1